ClC=1C(=NC(=NC1)NC=1C=CC2=C(CC[C@H](CC2)N2CCCC2)C1)NC1=C(C(=O)NC)C=C(C=C1)F (S)-2-((5-chloro-2-((7-(pyrrolidin-1-yl)-6,7,8,9-tetrahydro-5H-benzo[7]annulen-2-yl)amino)pyrimidin-4-yl)amino)-5-fluoro-N-methylbenzamide